4-(4-fluoro-2-formylphenyl)butanoic acid FC1=CC(=C(C=C1)CCCC(=O)O)C=O